3-bromo-5-(3-chloro-2-fluorophenoxy)-1-methyl-1,2,4-triazole BrC1=NN(C(=N1)OC1=C(C(=CC=C1)Cl)F)C